6-(bis(4-chlorophenyl)methyl)-11-hydroxy-5H-imidazo[2',1':3,4]pyrazino[1,2-b]pyridazin-10(6H)-one ClC1=CC=C(C=C1)C(C1CN2C(C=3N1N=CC(C3O)=O)=NC=C2)C2=CC=C(C=C2)Cl